FC1=C(C=C2C(=NN(C2=C1)COCC[Si](C)(C)C)I)OC 6-fluoro-3-iodo-5-methoxy-1-((2-(trimethylsilyl)ethoxy)methyl)-1H-indazole